1-(9-(4-Amino-7-methyl-5-(4-(pyrimidin-2-yloxy)phenyl)-7H-pyrrolo[2,3-d]pyrimidin-6-yl)-3-azaspiro[5.5]undec-8-en-3-yl)prop-2-en-1-one NC=1C2=C(N=CN1)N(C(=C2C2=CC=C(C=C2)OC2=NC=CC=N2)C2=CCC1(CCN(CC1)C(C=C)=O)CC2)C